C(C)(C)(C)OC(=O)N1CCC(CC1)C1=C(C=C(C(=C1)OC)N)C 4-(4-amino-5-methoxy-2-methylphenyl)piperidine-1-carboxylic acid tert-butyl ester